BrC=1N=C2C(=C(C(N(C2=CC1)C)=O)C#N)N1CCN(CC1)CC1=C(C=CC=C1OC)O 6-Bromo-4-{4-[(2-hydroxy-6-methoxyphenyl)methyl]piperazin-1-yl}-1-methyl-2-oxo-1,2-dihydro-1,5-naphthyridin-3-carbonitril